6'-(1-Methyl-1H-pyrazol-4-yl)-2'-oxo-1',4'-dihydro-2'H-spiro[pyrrolidine-3,3'-quinoline]-1-carbonitrile CN1N=CC(=C1)C=1C=C2CC3(C(NC2=CC1)=O)CN(CC3)C#N